C(#N)C=1C(=NC(=C(C1CC)C#N)N1CCC(CC1)(C)NCC(F)F)SC(C(=O)N)C1=CC=CC=C1 2-((3,5-dicyano-6-(4-((2,2-difluoroethyl)amino)-4-methylpiperidin-1-yl)-4-ethylpyridin-2-yl)sulfanyl)-2-phenylacetamide